capryllactone C1(CCCCCCCO1)=O